5'-(2-(2-([1,1'-biphenyl]-2-yl)-6-phenylpyrimidin-4-yl)phenyl)spiro[cyclohexane-1,9'-fluorene]-2'-carbonitrile C1(=C(C=CC=C1)C1=NC(=CC(=N1)C1=C(C=CC=C1)C1=C2C=3C=CC(=CC3C3(C2=CC=C1)CCCCC3)C#N)C3=CC=CC=C3)C3=CC=CC=C3